N-[2-(4-methoxyphenyl)ethyl]-2-thioxo-1,2-dihydropyridine-3-carboxamide COC1=CC=C(C=C1)CCNC(=O)C=1C(NC=CC1)=S